COC1=CC=C2C=C(C(N(C2=C1)C)=O)C#N 7-methoxy-1-methyl-2-oxo-1,2-dihydroquinoline-3-carbonitrile